C1(CC1)C(=O)N1[C@@H](CN(CC1)C1=NC(=CC(=N1)C#N)C=1C=NN(C1)C)C 2-[(3R)-4-(cyclopropylcarbonyl)-3-methylpiperazin-1-yl]-6-(1-methyl-1H-pyrazol-4-yl)pyrimidine-4-carbonitrile